(Z)-N-(5-((2-nitrobenzyl)thio)-4H-1,2,4-triazol-3-yl)-5-((2-oxoindolin-3-ylidene)methyl)-1H-pyrrole-2-carboxamide [N+](=O)([O-])C1=C(CSC=2NC(=NN2)NC(=O)C=2NC(=CC2)\C=C\2/C(NC3=CC=CC=C23)=O)C=CC=C1